NC=1C(=NC(=NC1)NC(C)(C)C)NC1CCC(CC1)N ((1R,4R)-4-((5-amino-2-(tert-butylamino)pyrimidin-4-yl)amino)cyclohexyl)ammonia